2-bromo-N-(5-cyclopropylpyridin-2-yl)propanamide BrC(C(=O)NC1=NC=C(C=C1)C1CC1)C